5-(benzofuran-7-yl)isoindoline O1C=CC2=C1C(=CC=C2)C=2C=C1CNCC1=CC2